N-{4-[4-cyano-2-(2,4-dimethyl-5-imidazolyl)phenyl]-6-cyclopropyl-2-pyridyl}-1-cyclopropyl-5-[(2-methoxyethylamino)methyl]-2-oxo-1,2-dihydronicotinamide C(#N)C1=CC(=C(C=C1)C1=CC(=NC(=C1)C1CC1)NC(C=1C(N(C=C(C1)CNCCOC)C1CC1)=O)=O)C1=C(N=C(N1)C)C